P(O)(O)O.C(C)(C)(C)C1=C(C(=CC(=C1)C(C)(C)C)C(C)(C)C)C(C(CO)(CC)CCCC)O 2,4,6-tri-tert-butylphenyl-2-butyl-2-ethyl-1,3-propaneDiol phosphite